FC1=CC=C(C=C1)C1=CC(=CC=C1F)N 4',6-difluoro-[1,1'-biphenyl]-3-amine